2-hydroxytetrahydrofuran-2-carboxylic acid OC1(OCCC1)C(=O)O